(1S,1's,4'S)-4'-propyl-[1,1'-bi(cyclohexan)] C(CC)C1CCC(CC1)C1CCCCC1